CS(=O)(=O)C=1C=C(C=CC1)C=1C=CC=CC1 3-(3-methanesulfonylphenyl)benzene